C(C)OC(C1=CC(=C(C=C1)[N+](=O)[O-])C(C(C)=O)C(=O)OCC)=O 3-(1-ethoxycarbonyl-2-oxo-propyl)-4-nitro-benzoic acid ethyl ester